C(C1=CC=CC=C1)O[C@@H]1C[C@@]2(C([C@H]3[C@H]4[C@@H]5CC[C@H]([C@@H](CCCC(C)C)C)[C@]5(CC[C@@H]4[C@]2(CC1)CO3)C)=O)OCC3=CC=CC=C3 3β,5a-dibenzyloxy-7β,19-epoxy-cholestan-6-one